8-((2S,5R)-2,5-dimethyl-4-(1-(quinoxalin-6-yl)ethyl)piperazin-1-yl)-5-methyl-2-((methylsulfonyl)methyl)imidazo[1,2-b]pyridazin-6(5H)-one C[C@@H]1N(C[C@H](N(C1)C(C)C=1C=C2N=CC=NC2=CC1)C)C=1C=2N(N(C(C1)=O)C)C=C(N2)CS(=O)(=O)C